N(=NC1=NNC=C1)C1=NNC=C1 azobispyrazole